COC(=O)C1=CC=2C3=C(C(NC2C=N1)=O)COC3.ClC3=CC=C(C=C3)C3=NOC(=N3)N3CCN(CC3)C(CCC3=CC=C(C=C3)OC)=O 1-{4-[3-(4-chlorophenyl)-1,2,4-oxadiazol-5-yl]piperazin-1-yl}-3-(4-methoxyphenyl)propan-1-one Methyl-4-oxo-1,3,4,5-tetrahydrofuro[3,4-c][1,7]naphthyridine-8-carboxylate